Octane oxalate C(C(=O)O)(=O)O.CCCCCCCC